FC1=CC=C(C=C1)C1=CC(=C(C=C1)CNC(C=C)=O)C1=CC=NN1C N-((4'-fluoro-3-(1-methyl-1H-pyrazol-5-yl)-[1,1'-biphenyl]-4-yl)methyl)acrylamide